di-(p-aminocyclohexyl)methane NC1CCC(CC1)CC1CCC(CC1)N